The molecule is an (S)-3-hydroxyacyl-CoA resulting from the formal condensation of the thiol group of coenzyme A with the 1-carboxy group of (S)-3-hydroxyoctanedioic acid. It is a conjugate acid of a (S)-3-hydroxyoctanedioyl-CoA(5-). CC(C)(COP(=O)(O)OP(=O)(O)OC[C@@H]1[C@H]([C@H]([C@@H](O1)N2C=NC3=C(N=CN=C32)N)O)OP(=O)(O)O)[C@H](C(=O)NCCC(=O)NCCSC(=O)C[C@H](CCCCC(=O)O)O)O